N-((3-hydroxy-6-methyl-4-oxo-1-propyl-1,4-dihydropyridin-2-yl)methyl)-4-(trifluoromethyl)benzamide OC1=C(N(C(=CC1=O)C)CCC)CNC(C1=CC=C(C=C1)C(F)(F)F)=O